COC=1C2=C(N=C(N1)NC1CCN(CC1)C(C)=O)NC=C2C=2C=C1N=CC=NC1=CC2 1-(4-((4-methoxy-5-(quinoxalin-6-yl)-7H-pyrrolo[2,3-d]pyrimidin-2-yl)amino)piperidin-1-yl)ethan-1-one